N-(1-amino-2-methyl-1-oxopropan-2-yl)-2-methyl-5-((1-methyl-1H-pyrazol-5-yl)methoxy)benzofuran-3-carboxamide NC(C(C)(C)NC(=O)C1=C(OC2=C1C=C(C=C2)OCC2=CC=NN2C)C)=O